8-isopropyl-5-methyl-4,7,10,17,45,48,53-heptaoxo-20,23,26,29,32,35,38,41-octaoxa-3,6,9,16,44,47,52,54-octaazaheptapentacontane-51,55,57-tricarboxylate C(C)(C)C(C(NC(C(NCC)=O)C)=O)NC(CCCCCNC(CCOCCOCCOCCOCCOCCOCCOCCOCCNC(CNC(CCC(NC(NC(CCC(=O)[O-])C(=O)[O-])=O)C(=O)[O-])=O)=O)=O)=O